Acetic acid 4-allyl-2-methoxyphenyl ester C(C=C)C1=CC(=C(C=C1)OC(C)=O)OC